ClC1=CC=C2C(=CC=NC2=C1)NC(CCCN(CC[O-])CC)C 2-[[4-[(7-chloro-4-quinolinyl)amino]pentyl]ethylamino]-ethanolate